N-(1,2,4-thiadiazol-5-yl)-1H-indazole-1-sulfonamide S1N=CN=C1NS(=O)(=O)N1N=CC2=CC=CC=C12